ammonium-magnesium salt [Mg+2].[NH4+]